NCC(=O)N1C(CCC1)C(C(=O)NCC=1SC=CC1)O 2-(1-glycylpyrrolidin-2-yl)-2-hydroxy-N-(thiophen-2-ylmethyl)acetamide